N-(5-(3-chloro-5-methoxybenzyl)pyridin-2-yl)-1-methyl-6-oxo-1,6-dihydropyridine-3-carboxamide ClC=1C=C(CC=2C=CC(=NC2)NC(=O)C2=CN(C(C=C2)=O)C)C=C(C1)OC